3,3',5,5'-tetramethyl-benzidine CC=1C=C(C=C(C1N)C)C1=CC(=C(N)C(=C1)C)C